tert-butyl (3R)-3-[[4,5-dichloro-2-(prop-2-en-1-yloxy)phenyl][(2-methylpropane-2-sulfinyl)amino]methyl]piperidine-1-carboxylate ClC1=CC(=C(C=C1Cl)C([C@H]1CN(CCC1)C(=O)OC(C)(C)C)NS(=O)C(C)(C)C)OCC=C